1-[(2-ethyl-6-methyl-phenyl)carbamothioyl]-3-[2-[3-[1-[4-(trifluoromethoxy)phenyl]-1H-1,2,4-triazol-3-yl]phenyl]ethyl]urea C(C)C1=C(C(=CC=C1)C)NC(=S)NC(=O)NCCC1=CC(=CC=C1)C1=NN(C=N1)C1=CC=C(C=C1)OC(F)(F)F